3-(7-(1-((6-(methoxymethyl)pyridin-2-yl)methyl)-1H-1,2,3-triazole-4-yl)-3H-imidazo[4,5-b]pyridin-5-yl)-2-methylbenzonitrile COCC1=CC=CC(=N1)CN1N=NC(=C1)C1=C2C(=NC(=C1)C=1C(=C(C#N)C=CC1)C)NC=N2